[C@H](C)(CC)[C@@H]1N(CC2=C(NC1=O)C=CC=C2)C(=O)N[C@@H]2CN(CC2)C (S)-3-((S)-sec-butyl)-N-((S)-1-methylpyrrolidin-3-yl)-2-oxo-1,2,3,5-tetrahydro-4H-benzo[e][1,4]diazepine-4-carboxamide